4-biphenylylsulfonium tetrakis(pentafluorophenyl)borate iron thiophosphite P([S-])([O-])[O-].[Fe+3].FC1=C(C(=C(C(=C1[B-](C1=C(C(=C(C(=C1F)F)F)F)F)(C1=C(C(=C(C(=C1F)F)F)F)F)C1=C(C(=C(C(=C1F)F)F)F)F)F)F)F)F.C1(=CC=C(C=C1)[SH2+])C1=CC=CC=C1